Cl.N1CC(C1)CC#N azetidin-3-yl-acetonitrile, hydrochloride